ClC1=CC(=C(C(=C1)C)C1(CC1)C(=O)N[C@H]1CN(C[C@H](C1)C)C1=NN=NN1)OC 1-(4-chloro-2-methoxy-6-methylphenyl)-N-((3R,5S)-5-methyl-1-(1H-tetrazol-5-yl)piperidin-3-yl)cyclopropane-1-carboxamide